CN(CCOC1=CC(=C(C=C1)C=1C=CC=C2C=NC(=NC12)NC=1C=NC(=CC1)N1CCNCC1)F)C 8-(4-(2-(dimethylamino)ethoxy)-2-fluorophenyl)-N-(6-(piperazin-1-yl)pyridin-3-yl)quinazolin-2-amine